C(C)(=O)N1CC(OCC1)CN1N=CC(=C1C(=O)NC1=NC=C(C=C1F)C#CC1=CC=CC=C1)Cl 1-((4-acetylmorpholin-2-yl)methyl)-4-chloro-N-(3-fluoro-5-(phenylethynyl)pyridin-2-yl)-1H-pyrazole-5-carboxamide